(E)-5-cyano-3,4-dimethyl-N-(3-(prop-1-en-1-yl)-1H-indazol-5-yl)picolinamide C(#N)C=1C(=C(C(=NC1)C(=O)NC=1C=C2C(=NNC2=CC1)\C=C\C)C)C